1-(2-(4-((2-(dimethylamino)ethyl)(methyl)amino)-2-methoxy-5-nitrophenylamino)pyrimidin-4-yl)-1H-benzo[d]imidazol-2(3H)-one CN(CCN(C1=CC(=C(C=C1[N+](=O)[O-])NC1=NC=CC(=N1)N1C(NC2=C1C=CC=C2)=O)OC)C)C